O.[Na+].CC1=CC=C(C=C1)S(=O)(=O)[O-] p-toluenesulfonic acid sodium salt monohydrate